F[B-](F)(F)F.C(C)(C)P(C(C)C)C(C)C triisopropylphosphine fluoroborate